6-(3,5-dimethylisoxazol-4-yl)-2-(1-methyl-1,4,6,7-tetrahydro-5H-imidazo[4,5-c]pyridin-5-yl)quinazolin CC1=NOC(=C1C=1C=C2C=NC(=NC2=CC1)N1CC2=C(CC1)N(C=N2)C)C